1,3,2-dioxaphospholane-2-oxide O1P(OCC1)=O